ClC=1C(=NC(=NC1)NC1CCOCC1)C1=CC=C2CN(C(C2=C1)=O)CC(=O)NC(C)C=1SC=C(N1)C(F)(F)F 2-(6-{5-chloro-2-[(oxacyclohex-4-yl)amino]pyrimidin-4-yl}-1-oxo-2,3-dihydro-1H-isoindol-2-yl)-N-[1-[4-(trifluoromethyl)-1,3-thiazol-2-yl]ethyl]acetamide